N-(5-(3,5-difluorobenzyl)-1H-indol-3-yl)-2-((3-methoxypropyl)(methyl)amino)-4-(4-methylpiperazin-1-yl)benzamide FC=1C=C(CC=2C=C3C(=CNC3=CC2)NC(C2=C(C=C(C=C2)N2CCN(CC2)C)N(C)CCCOC)=O)C=C(C1)F